4-(4-propenoylpiperazin-1-yl)-7-(3-amino-2,4,5,6-tetrafluorophenyl)-6-chloro-1-(2-isopropyl-4-methylpyridin-3-yl)-2-oxo-1,2-dihydro-1,8-naphthyridine-3-carbonitrile C(C=C)(=O)N1CCN(CC1)C1=C(C(N(C2=NC(=C(C=C12)Cl)C1=C(C(=C(C(=C1F)F)F)N)F)C=1C(=NC=CC1C)C(C)C)=O)C#N